2-methyl-8-phenyl-4H-benzopyran-4-one CC=1OC2=C(C(C1)=O)C=CC=C2C2=CC=CC=C2